N(C1=CC=CC=C1)C1=CC(=CC=2OC3=CC(=CC=C3C3(C12)OC(=O)C1=CC=CC=C13)N(CCCC)CCCC)C anilino-6'-(dibutylamino)-3'-methylspiro[phthalide-3,9'-xanthene]